C[C@@H]1CN(C[C@H]2N1CC1=CC(=CC=C21)NC[C@@H]2CNCCO2)C2=C1C=CC=NC1=C(C=C2)C#N 5-[(4R,10bS)-4-methyl-8-[[(2S)-morpholin-2-yl]methylamino]-3,4,6,10b-tetrahydro-1H-pyrazino[2,1-a]isoindol-2-yl]quinoline-8-carbonitrile